C1(C=CC=C1)[Ti](C1=C(C(=CC=C1F)N(CCCC)C(C(CC)(C)C)=O)F)(C1=C(C(=CC=C1F)N(CCCC)C(C(CC)(C)C)=O)F)C1C=CC=C1 bis(cyclopentadienyl)bis[2,6-difluoro-3-(N-butyl-(2,2-dimethylbutyryl)amino)phenyl]titanium